CC1=NNC=C1C=1N=C(C2=C(N1)C=NC=C2)NC2(CCC2)CO (1-{[2-(3-methyl-1H-pyrazol-4-yl)pyrido[3,4-d]pyrimidin-4-yl]amino}cyclobutyl)methanol